2-[4-[(E)-3-(3-Bromo-4-hydroxyphenyl)prop-2-enoyl]phenoxy]-N,N-dimethylacetamide BrC=1C=C(C=CC1O)/C=C/C(=O)C1=CC=C(OCC(=O)N(C)C)C=C1